O=C1NC(CCC1N1C(C2=CC=C(C(=C2C1)C)CNC(C(C1=CC=C(C=C1)C1(CC1)C(F)(F)F)=O)=O)=O)=O N-((2-(2,6-dioxopiperidin-3-yl)-4-methyl-1-oxoisoindolin-5-yl)methyl)-2-oxo-2-(4-(1-(trifluoromethyl)cyclopropyl)phenyl)acetamide